1,4-bis(2-hydroxyethoxy)-2,3,5,6-tetrachlorobenzene OCCOC1=C(C(=C(C(=C1Cl)Cl)OCCO)Cl)Cl